(pyridin-2-yl)isoxazole N1=C(C=CC=C1)C1=NOC=C1